O(C1=CC=CC=C1)C=1C=C(C(=O)NCC2=NOCC2)C=CC1 3-((3-phenoxybenzamido)methyl)-4,5-dihydroisoxazole